C(CCCCCC)NCCCCCCCCCCCCN N-heptyldodecane-1,12-diamine